((1H-1,2,4-triazol-1-yl)methyl)-N-(naphthalen-2-ylmethyl)-3-oxo-3-phenylpropanamide N1(N=CN=C1)CC(C(=O)NCC1=CC2=CC=CC=C2C=C1)C(C1=CC=CC=C1)=O